C(CN(CC(=O)[O-])CC(=O)[O-])N(CC(=O)[O-])CC(=O)[O-].[Cu+2].[NH4+].[NH4+] diammonium copper ethylenediaminetetraacetate